N-(5-Cyanopyridin-3-yl)-1-(1-oxo-1,2-dihydroisochinolin-5-yl)-5-(trifluoromethyl)-1H-pyrazol-4-carboxamid C(#N)C=1C=C(C=NC1)NC(=O)C=1C=NN(C1C(F)(F)F)C1=C2C=CNC(C2=CC=C1)=O